(5-(3-((S)-(1,3-dimethylazetidin-3-yl)(hydroxy)(4-(trifluoromethoxy)phenyl)methyl)phenyl)-1,2,4-oxadiazol-3-yl)((2RS,6SR)-2,6-dimethylmorpholino)methanone CN1CC(C1)(C)[C@@](C=1C=C(C=CC1)C1=NC(=NO1)C(=O)N1C[C@H](O[C@H](C1)C)C)(C1=CC=C(C=C1)OC(F)(F)F)O |&1:22,24|